ClC1=NN(C=C1C1=NC=CC(=N1)NC=1N=CC2=C(C=CC(=C2C1)C(C)C)N1CC(C1)C[N+](=O)[O-])C N-(2-(3-chloro-1-methyl-1H-pyrazol-4-yl)pyrimidin-4-yl)-5-isopropyl-8-(3-(nitromethyl)azetidin-1-yl)isoquinolin-3-amine